zinc oxide, gallium salt [Ga+3].[O-2].[Zn+2]